2-(2-bromo-4-methylphenyl)-4,5-dihydrooxazole BrC1=C(C=CC(=C1)C)C=1OCCN1